N2-(3,5-difluorophenyl)-5-(1-isobutyl-1H-pyrazol-4-yl)-N4-(1,2,3,4-tetrahydroisoquinolin-7-yl)pyrimidine-2,4-diamine FC=1C=C(C=C(C1)F)NC1=NC=C(C(=N1)NC1=CC=C2CCNCC2=C1)C=1C=NN(C1)CC(C)C